C(CCCC)C1=CC=C(C=C1)C1=CC=C(C=C1)C#N 4-pentyl-4'-cyanobiphenyl